N-[4-(trifluoromethyl)-2-tolyl]iodoacetamide FC(C1=CC(=C(C=C1)C)NC(CI)=O)(F)F